C(#C)C1=CC=C(C=N1)NC(\C=C\C1=NC2(N=C1C1=CC=C(C=C1)C)CCN(CC2)C)=O (E)-N-(6-ethynylpyridin-3-yl)-3-(8-methyl-3-(p-tolyl)-1,4,8-triazaspiro[4.5]dec-1,3-dien-2-yl)acrylamide